C(C)OC(CC=1C=CC=C2C(CCOC12)(C(=O)OCC1=CC=CC=C1)C)=O benzyl 8-(2-ethoxy-2-oxo-ethyl)-4-methyl-chromane-4-carboxylate